8-(5-(3,4-difluoro-5-(piperazin-1-yl)phenyl)-1H-pyrrolo[2,3-b]pyridin-3-yl)-3,4-dihydrobenzo[f][1,4]oxazepin-5(2H)-one FC=1C=C(C=C(C1F)N1CCNCC1)C=1C=C2C(=NC1)NC=C2C2=CC1=C(C(NCCO1)=O)C=C2